OCCN1CCN(CC1)C=1C=C(C=CC1)NC1=NC=CC(=N1)C1=C(N2C(=NC(=CC2=O)C)S1)C1=CC=CC=C1 2-(2-{3-[4-(2-hydroxy-ethyl)-piperazin-1-yl]-phenylamino}-pyrimidin-4-yl)-7-methyl-3-phenyl-thiazolo[3,2-a]pyrimidin-5-one